C(C)C1(C(=NC2=CC=C(C=C12)C1=NCN(C=C1F)C1=NC=C(C=C1)C1CCN(CC1)C)C)C 4-(3-ethyl-2,3-dimethyl-3H-indol-5-yl)-5-fluoro-N-(5-(1-methylpiperidin-4-yl)-pyridin-2-yl)pyrimidine